C1(=CC=CC=C1)C1=NC(=NC(=N1)C1=CC=CC=C1)C=1C(=C(C(=C(C1C1=NC(=NC(=C1)C1=CC=CC=C1)C1=CC=CC=C1)N1C2=C(C=3C=CC=CC13)N=CC=C2)N2C1=C(C=3C=CC=CC23)N=CC=C1)N1C2=C(C=3C=CC=CC13)N=CC=C2)N2C1=C(C=3C=CC=CC23)N=CC=C1 5,5',5'',5'''-(5-(4,6-diphenyl-1,3,5-triazin-2-yl)-6-(2,6-diphenylpyrimidin-4-yl)benzene-1,2,3,4-tetrayl)tetrakis(5H-pyrido[3,2-b]indole)